C(C1=C(C=C(C=C1)O)C)C1=C(C=C(C=C1)O)C 4,4'-methylenebis(3-methylphenol)